N-(3-[[(3-cyclopropyl-1-[[2-(trimethylsilyl)ethoxy]methyl]pyrazolo[3,4-b]pyridin-5-yl)oxy]methyl]-2,4-difluorophenyl)-5-fluoro-2-methoxypyridine-3-sulfonamide C1(CC1)C1=NN(C2=NC=C(C=C21)OCC=2C(=C(C=CC2F)NS(=O)(=O)C=2C(=NC=C(C2)F)OC)F)COCC[Si](C)(C)C